BrC=1C=C2C(=C(N1)N1CCC(CC1)(F)F)OC=C2 5-bromo-7-(4,4-difluoropiperidin-1-yl)furano[2,3-c]pyridine